ClC=1N=CC=2C3=C(C=C(C2C1)S(=O)(=O)NCC(C)C)C(CCC3)NS(=O)(=O)C 3-chloro-N-isobutyl-7-(methanesulfonamido)-7,8,9,10-tetrahydrobenzo[h]isoquinoline-5-sulfonamide